p-menthane-3,8-diol-d C1(CC(C(CC1)C(C)(C)O[2H])O)C